5-(3-amino-2-nitrophenyl)hexahydropyrrolo[3,4-c]Pyrrole-2(1H)-carboxylic acid tert-butyl ester C(C)(C)(C)OC(=O)N1CC2CN(CC2C1)C1=C(C(=CC=C1)N)[N+](=O)[O-]